C(C)(C)N1N=CC(=C1)NC=1C(=NC(=C(N1)NC)C=1C2=C(C=NC1)N(C=N2)C)C(=O)N 3-[(1-Isopropylpyrazol-4-yl)amino]-5-(methylamino)-6-(3-methylimidazo[4,5-c]pyridin-7-yl)pyrazine-2-carboxamide